4,6-dichloro-8-(trifluoromethyl)quinazoline ClC1=NC=NC2=C(C=C(C=C12)Cl)C(F)(F)F